CC1=C2N(C(C(=C1)NC1=C(C(=O)O)C=CC=N1)=O)C1(NC2=O)CCCCC1 (8'-methyl-1',5'-dioxo-1',5'-dihydro-2'h-spiro[cyclohexane-1,3'-imidazo[1,5-a]pyridin]-6'-yl)aminonicotinic acid